N-((1R)-3-cyano-3-azabicyclo[3.2.0]heptan-1-yl)-5-(2-((4-fluorophenyl)amino)phenyl)thiazole-2-carboxamide C(#N)N1C[C@]2(CCC2C1)NC(=O)C=1SC(=CN1)C1=C(C=CC=C1)NC1=CC=C(C=C1)F